C(C)(C)(C)OC(=O)NCCC=1OC2=C(C1)C=C(C=C2[C@@H](C)NC2=NC=1N(C=C2)N=CC1C(=O)OCC)F Ethyl (1R)-5-((1-(2-(2-((tert-butoxycarbonyl)amino)ethyl)-5-fluorobenzofuran-7-yl)ethyl) amino)pyrazolo[1,5-a]pyrimidine-3-carboxylate